[Si](C)(C)(C(C)(C)C)OC(C)(C)C1=CC=C2C(=N1)N(C(=C2)C2=NC1=C(N2C)C(=CC(=C1)C(=O)OC)OC)CC1CC1 methyl 2-(6-(2-((tert-butyldimethylsilyl)oxy)propan-2-yl)-1-(cyclopropylmethyl)-1H-pyrrolo[2,3-b]pyridin-2-yl)-7-methoxy-1-methyl-1H-benzo[d]imidazole-5-carboxylate